2-hydroxy diethyl malonate CCOC(=O)C(C(=O)OCC)O